OC1=C(C(=CC(=C1CC=C(C)C)O)OC)C(\C=C\C1=CC=C(C=C1)C(C)C)=O (E)-1-(2,4-Dihydroxy-6-methoxy-3-(3-methylbut-2-en-1-yl)phenyl)-3-(4-isopropylphenyl)prop-2-en-1-one